NC1=CC2=C(C=N1)CC1CCC2N1C(=O)NC1=CC(=C(C=C1)Cl)Cl (±)-3-amino-N-(3,4-dichlorophenyl)-6,7,8,9-tetrahydro-5H-5,8-epiminocyclohepta[c]pyridine-10-carboxamide